8-Methoxy-N-((6-methylpyridin-3-yl)methyl)-6-(5-methylpyrimidin-2-yl)quinazolin-4-amine COC=1C=C(C=C2C(=NC=NC12)NCC=1C=NC(=CC1)C)C1=NC=C(C=N1)C